phenoxy butyl ether C(CCC)OOC1=CC=CC=C1